FC1=C(C=CC=C1C[C@@H]1N(CC[C@@H]1NS(=O)(=O)CC)C(C(C)(C)O)=O)C1=CC=CC=C1 N-((2S,3S)-2-((2-fluorobiphenyl-3-yl)methyl)-1-(2-hydroxy-2-methylpropanoyl)pyrrolidin-3-yl)ethanesulfonamide